ClC=1C=CC(=C(C1)[C@]1(C[C@@H]2[C@H](N(OC2(C)C)C)[C@H](C1)C)C)C |r| rac-(3aR,5R,7S,7aR)-5-(5-chloro-2-methylphenyl)-1,3,3,5,7-pentamethyl-octahydrobenzo[c]isoxazole